3-T-BUTOXYCARBOXYPHENYLBORONIC ACID B(C1=CC(=CC=C1)OC(C)(C)C)(O)OC(=O)O